C(C)(C)(C)OC(=O)[C@@H](COC(C(=O)O)C1=CC(=NC(=C1)Cl)Cl)C(C)C 2-((R)-2-(tert-butoxycarbonyl)-3-methylbutoxy)-2-(2,6-dichloropyridin-4-yl)acetic acid